2,7-dimethylbenzo[lmn][3,8]phenanthroline-1,3,6,8(2H,7H)-tetraone CN1C(C=2C=CC=3C(N(C(C=4C3C2C(C1=O)=CC4)=O)C)=O)=O